C(C)(C)(C)OC(=O)N[C@H]1C[C@H](CC1)COCC(=O)O 2-{[(1S,3R)-3-{[(tert-butoxy)carbonyl]amino}cyclopentyl]methoxy}acetic acid